BrC1=CN=C2N1C=C(C=C2)C(F)F 3-bromo-6-(difluoromethyl)imidazo[1,2-a]Pyridine